NCC(=O)NC(NCC=1SC=CC1)=O 2-amino-N-(2-thienylmethyl-carbamoyl)acetamide